CC1=C(C(=CC(=C1)C(F)(F)F)C)NC1=NC=CC2=C1N=CN2CC2=NOC=C2 N-(2,6-dimethyl-4-(trifluoromethyl)phenyl)-1-(isoxazole-3-ylmethyl)-1H-imidazo[4,5-c]pyridine-4-amine